1-(4,5-dihydro-2H-benzo[e]indazol-7-yl)-3-(3-methoxybenzyl)imidazolidin-2-one C=1NN=C2CCC3=C(C12)C=CC(=C3)N3C(N(CC3)CC3=CC(=CC=C3)OC)=O